1-(6-chloro-3-((4-methoxybenzyl)oxy)-5-(3-methoxypropoxy)pyridin-2-yl)ethan-1-one ClC1=C(C=C(C(=N1)C(C)=O)OCC1=CC=C(C=C1)OC)OCCCOC